6-(2-chloropyrimidin-4-yl)-2-Oxa-6-azaspiro[3.3]heptane ClC1=NC=CC(=N1)N1CC2(COC2)C1